(2-chloro-3-methoxyphenyl)-[rel-(3S,9aS)-3-(4,5-dichloro-2-pyridyl)-3,4,6,7,9,9a-hexahydro-1H-pyrazino[2,1-c][1,4]oxazin-8-yl]methanone ClC1=C(C=CC=C1OC)C(=O)N1C[C@H]2CO[C@@H](CN2CC1)C1=NC=C(C(=C1)Cl)Cl |o1:13,16|